hydroxyl-propyl-tetra-hydro-pyrantriol OC1(C(OCCC1O)(O)CCC)O